C(C)(C)(C)N(C(O)=O)C=1C=NC(=C(C1)C1=C(C=C(C=C1F)F)F)C=C.FC(C(CC1=CC=CC=C1)NC1=CC=CC=C1)(F)F N-(1,1,1-trifluoro-3-phenyl-propane-2-yl)aniline tert-butyl-[6-ethenyl-5-(2,4,6-trifluorophenyl)pyridin-3-yl]carbamate